5-[(E)-3,3-diethoxyprop-1-enyl]-3-fluoro-2-methyl-benzonitrile C(C)OC(/C=C/C=1C=C(C(=C(C#N)C1)C)F)OCC